C(C=C)(=O)OCC(=O)OC12CC3(CC(CC(C1)C3)(C2)O)O (3,5-dihydroxy-1-adamantyloxycarbonyl)methyl acrylate